O1CCN(CC1)C1=NN2C(NC(C=C2)=O)=N1 2-morpholino-4H-[1,2,4]triazolo[1,5-a]pyrimidin-5-one